C(#N)C1=C(N=C(S1)N(C1=C(N=C2SC(=CN21)C2CCN(CC2)CC(=O)NC2CCOCC2)CC)C(C)C)C2=CC=C(C=C2)F 2-(4-(5-((5-cyano-4-(4-fluorophenyl)thiazol-2-yl)(isopropyl)amino)-6-ethylimidazo[2,1-b]Thiazol-2-yl)piperidin-1-yl)-N-(tetrahydro-2H-pyran-4-yl)acetamide